tert-Butyl (3R)-3-[[[3-(2-chloro-6-methyl-4-pyridyl)-2-(3-cyanophenyl)pyrazolo[1,5-a]pyrimidin-5-yl]amino]methyl]morpholine-4-carboxylate ClC1=NC(=CC(=C1)C=1C(=NN2C1N=C(C=C2)NC[C@H]2N(CCOC2)C(=O)OC(C)(C)C)C2=CC(=CC=C2)C#N)C